(4-tert-butyl-5-cyano-thiazol-2-yl)benzenesulfonamide C(C)(C)(C)C=1N=C(SC1C#N)C1=C(C=CC=C1)S(=O)(=O)N